C(C)(=O)NC1C(C2OC(OCC2OC1OC1=CC=C(C=C1)\C=C\C(=O)C1=CC=C(C=C1)Cl)(C)C)OC(C(=O)O)C 2-[[7-Acetamido-6-[4-[(E)-3-(4-chlorophenyl)-3-oxoprop-1-enyl]phenoxy]-2,2-dimethyl-4,4a,6,7,8,8a-hexahydropyrano[3,2-d][1,3]dioxin-8-yl]oxy]propanoic acid